C1(CC1)/C=C/C=1OC=C(N1)C 2-[(1E)-2-cyclopropylethenyl]-4-methyl-1,3-oxazole